N-[5-[5-(2,2-Difluorocyclopropyl)-4H-1,2,4-triazol-3-yl]-4-fluoro-2-methylphenyl]-6-fluoropyrazolo[1,5-a]pyridine-3-carboxamide FC1(C(C1)C=1NC(=NN1)C=1C(=CC(=C(C1)NC(=O)C=1C=NN2C1C=CC(=C2)F)C)F)F